Racemic-N-(3-(5-chloro-2-methoxyphenyl)-1-(2-hydroxy-3-methylbutyl)-1H-pyrazol-4-yl)pyrazolo[1,5-a]pyrimidine-3-carboxamide ClC=1C=CC(=C(C1)C1=NN(C=C1NC(=O)C=1C=NN2C1N=CC=C2)C[C@@H](C(C)C)O)OC |r|